5-cyclopropyl-3-(2,6-dichlorophenyl)-4-(((3,3-difluoro-1-(4-iodophenyl)piperidin-4-yl)oxy)methyl)isoxazole C1(CC1)C1=C(C(=NO1)C1=C(C=CC=C1Cl)Cl)COC1C(CN(CC1)C1=CC=C(C=C1)I)(F)F